methyl 2-methoxy-4,6-dimethylnicotinate COC1=C(C(=O)OC)C(=CC(=N1)C)C